FC1(CN(C1)CCC=1C(=NC=CN1)O)C (2-(3-fluoro-3-methylazetidin-1-yl)ethyl)pyrazin-2-ol